COC(=O)C1=CC(=C2C(C(N(C2=C1)CCOC)=O)(C)C)NC(=O)OC(C)(C)C ((tert-Butoxycarbonyl)amino)-1-(2-methoxyethyl)-3,3-dimethyl-2-oxoindoline-6-carboxylic acid methyl ester